Cl.CSCC1(CCNCC1)O 4-(methylsulfanylmethyl)piperidin-4-ol hydrochloride